Cl.C(C)(C)[C@H]1N(CCCNC1)S(=O)(=O)C1=C2C=CN=C(C2=CC=C1)OC (R)-5-((2-isopropyl-1,4-diazepan-1-yl)sulfonyl)-1-methoxyisoquinoline hydrochloride